tert-butyl-((S)-1-((3R,5'S)-5-bromo-5'-carbamoyl-2-oxospiro[indol-3,3'-pyrrolidin]-1'-yl)-4-methyl-1-oxopentan-2-yl)(methyl-d3)carbamic acid C(C)(C)(C)OC(N(C([2H])([2H])[2H])[C@H](C(=O)N1C[C@]2(C[C@H]1C(N)=O)C(NC1=CC=C(C=C12)Br)=O)CC(C)C)=O